methyl 2-[(6-chloro-3-morpholinesulfonyl-4-quinolinyl) amino]-5-propyl-benzoate ClC=1C=C2C(=C(C=NC2=CC1)S(=O)(=O)N1CCOCC1)NC1=C(C(=O)OC)C=C(C=C1)CCC